C(CCC)C1=CC=C(C=C1)N=NC1=CC=CC=C1 4-butylazobenzene